2,3-anhydroglucose O=C[C@H]1[C@@H](O1)[C@H](O)[C@H](O)CO